O=C1N(C=C(C=2C1=CN(N2)COCC[Si](C)(C)C)C(=O)O)C2CCOCC2 4-oxo-5-(tetrahydro-2H-pyran-4-yl)-2-((2-(trimethylsilyl)ethoxy)methyl)-4,5-dihydro-2H-pyrazolo[4,3-c]pyridine-7-carboxylic acid